(diphenyltriazinyl)(diphenyldibenzoselenophenyl)biphenyl C1(=CC=CC=C1)C1=C(C(=NN=N1)C=1C(=C(C=CC1)C1=CC=CC=C1)C1=C(C(=CC=2[Se]C3=C(C21)C=CC=C3)C3=CC=CC=C3)C3=CC=CC=C3)C3=CC=CC=C3